FC1(CCN(CC1)C1=NC(=CC(=N1)C=1C=NN(C1)C1=C(C(=C(C=C1)NS(=O)(=O)CC(=O)[O-])C)N1CCC2(CC2)CC1)CC)F 2-(N-(4-(4-(2-(4,4-difluoropiperidin-1-yl)-6-ethylpyrimidin-4-yl)-1H-pyrazol-1-yl)-Methyl 3-(6-azaspiro[2.5]octan-6-yl)phenyl)sulfamoyl)acetate